CC1=NC(=NC(=N1)Cl)Cl methyl-2,4-dichloro-1,3,5-triazine